4-(cyclobutylamino)-N-(2,6-dimethylphenyl)-2-((3-fluoro-4-(4-methylpiperazin-1-yl)phenyl)amino)pyrimidine-5-carboxamide C1(CCC1)NC1=NC(=NC=C1C(=O)NC1=C(C=CC=C1C)C)NC1=CC(=C(C=C1)N1CCN(CC1)C)F